ClC1=NC(=CC(=N1)C(=O)OC)C1(COC1)C Methyl 2-chloro-6-(3-methyloxetan-3-yl)pyrimidine-4-carboxylate